O(C)[C@H]1CCOC1 (3aS,4S,6aR)-4-methoxyl-tetrahydrofuran